NC(C)C(CC(=O)O)CC(C)C 3-(1-Aminoethyl)-5-methylhexanoic Acid